BrC1=CC=CC(=N1)C(=O)NNC(=O)C1(C(N(CC1)C)=O)O 6-bromo-N'-(3-hydroxy-1-methyl-2-oxopyrrolidine-3-carbonyl)picolinohydrazide